propylene ethyl methacrylate C(C(=C)C)(=O)OCC.C=CC